2-propionylamino-5,6,7,8-tetrahydro-4H-cyclohepta[b]thiophene-3-carboxylic acid (2-trifluoromethoxy-phenyl)-amide FC(OC1=C(C=CC=C1)NC(=O)C=1C2=C(SC1NC(CC)=O)CCCCC2)(F)F